6-[[4-(trifluorometh-yl)pyrimidin-2-yl]-methyl]-2-azaspiro-[3.3]heptane FC(C1=NC(=NC=C1)CC1CC2(CNC2)C1)(F)F